ClC=1C(N(N=C(C1Cl)OC)C)=O 4,5-dichloro-6-methoxy-2-methyl-3(2H)-pyridazinone